ClC=1C=C(C=CC1Cl)C=1N=C(N2C1C(N(C=C2)CC(=O)N2CC(CC2)F)=O)C 1-(3,4-dichlorophenyl)-7-(2-(3-fluoropyrrolidin-1-yl)-2-oxoethyl)-3-methylimidazo[1,5-a]pyrazin-8(7H)-one